5-chloro-1'-(2-{[6-(2-hydroxypropan-2-yl)-5-(trifluoromethyl)pyridin-3-yl]oxy}ethyl)-1,2-dihydrospiro[indole-3,4'-piperidin]-2-one ClC=1C=C2C(=CC1)NC(C21CCN(CC1)CCOC=1C=NC(=C(C1)C(F)(F)F)C(C)(C)O)=O